(Z)-N'-((3-(difluoromethyl)-1-(2-methoxyethyl)-1H-pyrazole-5-carbonyl)oxy)-1-(o-tolyl)cyclopropane-1-carboximidamide FC(C1=NN(C(=C1)C(=O)O\N=C(/N)\C1(CC1)C1=C(C=CC=C1)C)CCOC)F